OC(C(=O)N[C@@H](CO)[C@H](O)\C=C\CCCCCCCCCCCCC)CCCCCCCCCCCCCC N-2-hydroxypalmitoyl-sphingosine